CC1([C@@H]2CC[C@H]([C@H]1C2)CNC(CN2C(C(=CC=C2)NC([C@H](CCC(C(=O)NCC)=O)NC(=O)C2=CN=CN2C)=O)=O)=O)C (S)-N1-(1-(2-(((1R,2R,5R)-6,6-Dimethylbicyclo[3.1.1]heptan-2-yl)methylamino)-2-oxoethyl)-2-oxo-1,2-dihydropyridin-3-yl)-N6-ethyl-2-(1-methyl-1H-imidazol-5-carboxamido)-5-oxohexandiamid